2-(ethylsulfonyl)propane 3-[[6-[5-carboxypentyl(3-sulfonatopropyl)amino]-1,1-dimethyl-2H-xanthene-10-ium-3-yl]amino]propane-1-sulfonate Sodium Salt [Na+].C(=O)(O)CCCCCN(C=1C=C2[O+]=C3C=C(CC(C3=CC2=CC1)(C)C)NCCCS(=O)(=O)[O-])CCCS(=O)(=O)[O-].C(C)S(=O)(=O)C(C)C